NC1=C(N=NC(=C1)C1=C(C=CC(=C1)Cl)F)OCCN1C(C2=CC=CC=C2C1=O)=O 2-(2-{[4-amino-6-(5-chloro-2-fluorophenyl)pyridazin-3-yl]oxy}ethyl)-2,3-dihydro-1H-isoindole-1,3-dione